perfluorophenyl 3-(2,4-dioxotetrahydropyrimidin-1(2H)-yl)-4-methoxybenzoate O=C1N(CCC(N1)=O)C=1C=C(C(=O)OC2=C(C(=C(C(=C2F)F)F)F)F)C=CC1OC